(E)-3-(p-tolyl)-N-(2-pyridyl)-N-(tetrahydrofuran-2-ylmethyl)prop-2-enamide C1(=CC=C(C=C1)/C=C/C(=O)N(CC1OCCC1)C1=NC=CC=C1)C